C(C)C=1C(=NC=NC1C1=C2C=NNC2=CC=C1C)N1CC2(CN(C2)C(C=C)=O)CC1 1-(6-(5-ethyl-6-(5-methyl-1H-indazol-4-yl)pyrimidin-4-yl)-2,6-diazaspiro[3.4]octan-2-yl)prop-2-en-1-one